trans-benzyl 3-(formyloxy)cyclobutanecarboxylate C(=O)O[C@@H]1C[C@H](C1)C(=O)OCC1=CC=CC=C1